lithium diisopropylphosphate C(C)(C)OP(=O)(OC(C)C)[O-].[Li+]